(1R,2S,5S)-3-(diphenylcarbamoyl)-8-(3-phenylpropioloyl)-3,8-diazabicyclo[3.2.1]octane-2-carboxylic acid C1(=CC=CC=C1)N(C(=O)N1[C@@H]([C@H]2CC[C@@H](C1)N2C(C#CC2=CC=CC=C2)=O)C(=O)O)C2=CC=CC=C2